CCCCCCCCCCCCCCCCCCCC(=O)N[C@@H](CO)[C@@H](/C=C/CCCCCCCCCCCCC)O The molecule is a N-acylsphingosine in which the ceramide N-acyl group is specified as eicosanoyl. It has a role as a mouse metabolite. It is a N-acylsphingosine and a Cer(d38:1). It derives from an icosanoic acid.